methyl oleate (methyl oleate) CC(C(=O)O)CCCCCC\C=C/CCCCCCCC.C(CCCCCCC\C=C/CCCCCCCC)(=O)OC